C1N(CC12CCCC2)NC2=CC=CC=C2 (2-azaspiro[3.4]oct-2-yl)aniline